O1COC2=C1C=CC(=C2)C2=NNC(=C2)C2=CC(=NC=C2)F 4-[3-(1,3-benzodioxol-5-yl)-1H-pyrazol-5-yl]-2-fluoropyridine